FC=1C=C(C(=CC1)OC)C1=NC=CC=N1 5-fluoro-2-methoxy-3-(pyrimidin-2-yl)benzene